dihexadecyltetradecyltetradecyltetradecyltetradecyloxane C(CCCCCCCCCCCCCCC)C1(C(C(OCC1)(CCCCCCCCCCCCCC)CCCCCCCCCCCCCC)(CCCCCCCCCCCCCC)CCCCCCCCCCCCCC)CCCCCCCCCCCCCCCC